ClC1=C(C=C2C=C(N=CC2=C1)NC(=O)[C@@H]1[C@H](CC1)C#N)C1CCN(CC1)[C@@]1(COC[C@@H]1F)C (1S,2S)-N-(7-chloro-6-(1-((3R,4R)-4-fluoro-3-methyltetrahydrofuran-3-yl)piperidin-4-yl)isoquinolin-3-yl)-2-cyanocyclobutane-1-carboxamide